Cl.C1NCC12CCN(CC2)S(=O)(=O)N 2,7-diazaspiro[3.5]nonane-7-sulfonamide hydrochloride salt